2-Fluoro-11-methyl-13,13a-dihydrobenzo[2,3]pyrrolo[2',3':5,6][1,4]diazepino[1,7-a]indol-12(11H)-one FC=1C=C2C=C3N(C2=CC1)C1=C(N=C2C3CC(N2C)=O)C=CC=C1